N-(6-(3-methyl-1-(2-((4-methyl-3-(trifluoromethyl)phenyl)amino)-2-oxoethyl)-1H-pyrazol-4-yl)-1H-indazol-3-yl)cyclopropanecarboxamide CC1=NN(C=C1C1=CC=C2C(=NNC2=C1)NC(=O)C1CC1)CC(=O)NC1=CC(=C(C=C1)C)C(F)(F)F